P(OCC1(COC1)C1=CC=CC=C1)(OCC1(COC1)C1=CC=CC=C1)OCC1(COC1)C1=CC=CC=C1 tris[(3-phenyloxetan-3-yl) methyl] phosphite